FC=1SC(=C2C1CCC(C2)N(C(OC(C)(C)C)=O)C)C tert-butyl N-(1-fluoro-3-methyl-4,5,6,7-tetrahydro-2-benzothiophen-5-yl)-N-methyl-carbamate